(1'S,4'R)-4'-(4-(4-(dimethoxymethyl)piperidin-1-yl)phenyl)-1'-methylspiro[cyclohexane-1,3'-isochroman]-7'-ol COC(C1CCN(CC1)C1=CC=C(C=C1)[C@H]1C2(O[C@H](C3=CC(=CC=C13)O)C)CCCCC2)OC